BrC1=C(C(=C2C(NC(=NC2=C1)NCCN(C)C)=O)OC[C@@H]1CN(CCN1)C(=O)OC(C)(C)C)Cl tert-butyl (S)-3-(((7-bromo-6-chloro-2-((2-(dimethylamino)ethyl)amino)-4-oxo-3,4-dihydroquinazolin-5-yl)oxy)methyl)-piperazine-1-carboxylate